1-(4-Methoxybenzyl)-6-oxo-4-(trifluoromethyl)-1,6-dihydropyridazin-3-yl trifluoromethanesulfonate FC(S(=O)(=O)OC1=NN(C(C=C1C(F)(F)F)=O)CC1=CC=C(C=C1)OC)(F)F